trans-3-[(3-chloro-2-fluorobenzyl)oxy]cyclobutane-1-carboxylic acid ClC=1C(=C(CO[C@@H]2C[C@H](C2)C(=O)O)C=CC1)F